NC1=C(C=C2C(=NC(=NC2=C1)C)N[C@H](C)C1=C(C(=CC=C1)C(F)(F)F)C)P(C)(C)=O (R)-(7-amino-2-methyl-4-((1-(2-methyl-3-(trifluoromethyl)phenyl)ethyl)amino)quinazolin-6-yl)dimethylphosphine oxide